Indazolo[3,2-b]quinazolin-7(5H)-one C1=C2C(=CC=C1)NN1C2=NC2=CC=CC=C2C1=O